O[C@@H]1CO[C@@H]([C@H]([C@H]1O)O)CO (2S,3R,4S,5S,6R)-3,4,5-trihydroxy-6-(hydroxymethyl)oxan